NCCC1=CC=CC(=N1)O 6-(2-aminoethyl)pyridin-2-ol